FC(C1(C(NC(N1)=O)=O)C1=C(C=C(C=C1)C(=O)N1CCN(CC1)C1=NC=C(C=C1C)C)OC)F 5-difluoromethyl-5-{4-[4-(3,5-dimethylpyridin-2-yl)piperazine-1-carbonyl]-2-methoxyphenyl}imidazolidine-2,4-dione